(4-hydroxy)phenyldiphenylsulfonium methylsulfate COS(=O)(=O)[O-].OC1=CC=C(C=C1)[S+](C1=CC=CC=C1)C1=CC=CC=C1